C(C)(C)(C)OC(=O)N1C(C2=C(C(C1)CCOCC1=CC=CC=C1)NC=C2)=O 7-[2-(benzyloxy)ethyl]-4-oxo-1H,6H,7H-pyrrolo[3,2-c]Pyridine-5-carboxylic acid tert-butyl ester